NC1=C2C(=NC=N1)N(N=C2C2=CC=C(C=C2)OC2=CC=CC=C2)C2CCC(CC2)CN2CC(N(C(C2)C)C=2C=C1C(N(C(C1=CC2)=O)C2C(NC(CC2)=O)=O)=O)C 5-(4-((4-(4-amino-3-(4-phenoxyphenyl)-1H-pyrazolo[3,4-d]pyrimidin-1-yl)cyclohexyl)methyl)-2,6-dimethylpiperazin-1-yl)-2-(2,6-dioxopiperidin-3-yl)isoindoline-1,3-dione